ethyl 2-(3-(3-(ethoxycarbonyl)cyclobutyl)ureido)-4-methylthiophene-3-carboxylate C(C)OC(=O)C1CC(C1)NC(NC=1SC=C(C1C(=O)OCC)C)=O